isoleucine-13C6 N[13C@@H]([13C@@H]([13CH3])[13CH2][13CH3])[13C](=O)O